6-chloro-1-hydrazineylphthalazine ClC=1C=C2C=NN=C(C2=CC1)NN